ClC1=C(COC2=NC=3CN(CCC3C=C2I)C(=O)OC(C)(C)C)C(=CC(=C1)C)F tert-butyl 2-((2-chloro-6-fluoro-4-methylbenzyl)oxy)-3-iodo-5,8-dihydro-1,7-naphthyridine-7(6H)-carboxylate